C(C1=CC=CC=C1)OC(=O)N1[C@H]2C[C@H]2C[C@@H]1C(=O)N (1S,3R,5S)-2-benzyloxycarbonyl-2-azabicyclo[3.1.0]-hexane-3-carboxamide